CC1(CN(CCN1)C1=CC=CC(=N1)C1=NC2=CC(=NC=C2C=C1)CNC(C1=CC(=C(C=C1)C)S(=O)(=O)C)=O)C N-((2-(6-(3,3-dimethylpiperazin-1-yl)pyridin-2-yl)-1,6-naphthyridin-7-yl)methyl)-4-methyl-3-(methylsulfonyl)benzamide